2-amino-N-((R)-1-(8-cyanoquinoxalin-5-yl)-5,5-dimethylpiperidin-3-yl)-3,3,3-trifluoropropionamide NC(C(=O)N[C@H]1CN(CC(C1)(C)C)C1=C2N=CC=NC2=C(C=C1)C#N)C(F)(F)F